5,7-dihydroxy-2-(3,4-dihydroxyphenyl)-chroman-4-one OC1=C2C(CC(OC2=CC(=C1)O)C1=CC(=C(C=C1)O)O)=O